C(C)(C)(C)C1=CC=CC2=C1N=C(S2)SN (tert-butyl)-2-benzothiazolesulfenamide